N(C1=CC=CC=C1)C1=NC(=NC=C1C)NCC=1C=C(C(=C(C(=O)[O-])C1)Br)C 5-[(4-anilino-5-methyl-pyrimidin-2-yl) amino]Methyl-2-bromo-3-methyl-benzoate